COC1=C(C=C2C(=NC=NC2=C1)NC1=C(C=CC(=C1)C1=CN=CS1)OC)OC1CCNCC1 4-((7-methoxy-4-((2-methoxy-5-(thiazol-5-yl)phenyl)amino)quinazolin-6-yl)oxy)piperidin